C(C)(C)(C)OC(CNC=1C(=NC=C(N1)C)C(C=C(CC)NCC(=O)OC(C)(C)C)=O)=O tert-butyl (1-(3-((2-(tert-butoxy)-2-oxoethyl)amino)-5-methylpyrazin-2-yl)-1-oxopent-2-en-3-yl)glycinate